C(C)(C)(C)OC(=O)N1CCOC[C@H](C1)NC(=O)N1[C@H](C2=CC=CC=C2CC1)C1=CC=C(C=C1)F (S)-6-((S)-1-(4-fluorophenyl)-1,2,3,4-tetrahydroisoquinoline-2-carboxamido)-1,4-oxazepan-4-carboxylic acid tert-butyl ester